5-Methylcytosine CC=1C(=NC(NC1)=O)N